2-([1,1':2',1''-terphenyl]-3-yl)-4-chloro-6-(triphenylen-2-yl)-1,3,5-triazine C1(=CC(=CC=C1)C1=NC(=NC(=N1)Cl)C1=CC=2C3=CC=CC=C3C3=CC=CC=C3C2C=C1)C=1C(=CC=CC1)C1=CC=CC=C1